O1CCN(CC1)C=1C=CC2=C(NC(=N2)C2=NNC3=CC=C(C=C23)C(=O)NCC2CCNCC2)C1 3-(6-morpholino-1H-benzo[d]imidazol-2-yl)-N-(piperidin-4-ylmethyl)-1H-indazole-5-carboxamide